9-[4-(5-phenyl-1,3,4-oxadiazole-2-yl)phenyl]-9H-carbazole C1(=CC=CC=C1)C1=NN=C(O1)C1=CC=C(C=C1)N1C2=CC=CC=C2C=2C=CC=CC12